C1(=CC=CC=C1)NC(NCC#C)=O 3-phenyl-1-(2-propynyl)urea